3-(benzyloxy)-2-[(tert-butyldiphenylsilyl)oxy]-5-ethenylcyclopentan-1-ol C(C1=CC=CC=C1)OC1C(C(C(C1)C=C)O)O[Si](C1=CC=CC=C1)(C1=CC=CC=C1)C(C)(C)C